2-oxospiro[indoline-3,4'-pyran] O=C1NC2=CC=CC=C2C12C=COC=C2